C1(CC1)C1=NN(C=C1C=1N=CC=C2C=CC=NC12)[C@@H]1C[C@H](C1)CNC=1C=C2C(N(C(C2=CC1)=O)C1C(NC(CC1)=O)=O)=O 5-(((trans-3-(3-cyclopropyl-4-(1,7-naphthyridin-8-yl)-1H-pyrazol-1-yl)cyclobutyl)methyl)amino)-2-(2,6-dioxopiperidin-3-yl)isoindoline-1,3-dione